2-isocyanato-1,3-dimethylbenzene N(=C=O)C1=C(C=CC=C1C)C